C(OC(C(C)C)OOC(C)(C)CCC)([O-])=O Tert-hexylperoxyisobutyl monocarbonate